C(CCC)C1=NC=2C(=C3C(=NC2)C=CS3)N1CC1CCN(CC1)C(=O)O 4-((2-Butyl-1H-imidazo[4,5-d]thieno[3,2-b]pyridin-1-yl)methyl)piperidine-1-carboxylic acid